(S)-2-amino-N-(1-(N-ethylsulfamoyl)-1,2,3,4-tetrahydroquinolin-5-yl)-3-phenylpropanamide hydrochloride Cl.N[C@H](C(=O)NC1=C2CCCN(C2=CC=C1)S(NCC)(=O)=O)CC1=CC=CC=C1